N1=C(C=CC=C1)C1=NN2C(C=CC=C2)=C1 (pyridin-2-yl)pyrazolo[1,5-a]pyridine